ClC=1C=CC=C2C=CC=C(C12)C1CC=2N=C(N=C(C2CO1)O)SC 7-(8-chloronaphthalen-1-yl)-2-(methylthio)-7,8-dihydro-5H-pyrano[4,3-d]pyrimidin-4-ol